2-{3-[(2R,6S)-2,6-Dimethylmorpholin-4-carbonyl]-5,6-dihydrocyclopenta[c]pyrazol-1(4H)-yl}-1-[4-(2,4,5-trimethylphenyl)piperidin-1-yl]ethan-1-on C[C@@H]1CN(C[C@@H](O1)C)C(=O)C=1C2=C(N(N1)CC(=O)N1CCC(CC1)C1=C(C=C(C(=C1)C)C)C)CCC2